methylpropenylpropyldimethoxysilane CCO[Si](OC)(CCC)C=CC